2-(cyclopentyloxy)-6-fluorobenzonitrile C1(CCCC1)OC1=C(C#N)C(=CC=C1)F